caproyl glycolate C(CO)(=O)OC(CCCCC)=O